4,9-Diazadispiro[2.2.26.23]decane C1CC12NCC1(CC1)NC2